N1C(=CC=C1)C(C=C(C=1NC=CC1)C=1NC=CC1)[SiH3] tri(pyrrolyl)allylsilane